tris(ethyl-(methyl)amino)hafnium C(C)N(C)[Hf](N(CC)C)N(CC)C